4-(2-naphthalene-2-yl-benzooxazole-6-yl)-phenyl-amine C1=C(C=CC2=CC=CC=C12)C=1OC2=C(N1)C=CC(=C2)C2=CC=C(C=C2)N